IC=1N=C2C=C(C=NC2=CC1)C=1C=NN(C1)C(=O)OC(C)(C)C tert-butyl 4-(6-iodo-1,5-naphthyridin-3-yl)-1H-pyrazole-1-carboxylate